ClC(C=C)CC=C 3-chloro-1,5-hexadiene